C1(N(CC(C2=CC=CC=C12)([2H])[2H])C[C@H](CNC(=O)N1C[C@@H](CCC1)N1C(C(=NC=C1)C)=O)O)([2H])[2H] (R)-N-((S)-3-(3,4-dihydroisoquinolin-2(1H)-yl-1,1,4,4-d4)-2-hydroxypropyl)-3-(3-methyl-2-oxopyrazin-1(2H)-yl)piperidine-1-carboxamide